2-((2-((2,6-difluorophenyl)amino)-2-oxoethyl)thio)-1H-imidazole-4-carboxylic acid FC1=C(C(=CC=C1)F)NC(CSC=1NC=C(N1)C(=O)O)=O